CC1(O[C@@H](CNC1)COC1=C2C=CC=NC2=CC(=N1)C1=CN(C=C1)CC)C 5-{[(2S)-6,6-Dimethylmorpholin-2-yl]methoxy}-7-(1-ethyl-1H-pyrrol-3-yl)-1,6-naphthyridine